N[C@H](C(O)([2H])[2H])C1=CC=CC=C1 (S)-2-amino-2-phenylethan-1,1-d2-1-ol